FC(O[C@H]1C[C@H](C1)C(=O)NCC(=O)C12CC(C1)(C2)NC(OCC2=CC=CC=C2)=O)(F)F benzyl [3-({[cis-3-(trifluoromethoxy)cyclobutane-1-carbonyl]amino}acetyl)bicyclo[1.1.1]pentan-1-yl]carbamate